(R)-3-(((2-(6-Chloro-3-methyl-1H-pyrazolo[4,3-c]pyridin-1-yl)-6-(3-methoxytetrahydrofuran-3-yl)pyridin-4-yl)oxy)methyl)thietane 1,1-dioxide ClC1=CC2=C(C=N1)C(=NN2C2=NC(=CC(=C2)OCC2CS(C2)(=O)=O)[C@]2(COCC2)OC)C